COC1=NC2=CC=CC=C2C=C1CC=1OC=C(N1)C(=O)OCC ethyl 2-((2-methoxyquinolin-3-yl)methyl)oxazole-4-carboxylate